C(C)N1[C@H]([C@@H](CCC1)C1=CC=2C(=NC=CC2NC=2C=CC3=C(N=CS3)C2F)S1)C N-(2-((2S,3R)-1-ethyl-2-methylpiperidin-3-yl)thieno[2,3-b]pyridin-4-yl)-4-fluorobenzo[d]thiazol-5-amine